8-(2-((4-fluoro-2-(methylsulfonyl)phenyl)amino)propan-2-yl)-3,6-dimethyl-2-morpholinoquinazolin-4(3H)-one FC1=CC(=C(C=C1)NC(C)(C)C=1C=C(C=C2C(N(C(=NC12)N1CCOCC1)C)=O)C)S(=O)(=O)C